4-((2-hydroxyethyl)sulfonamido)-N-(1-(methylsulfonyl)-2,3-dihydro-1H-pyrrolo[2,3-b]pyridin-6-yl)-2-(6-azaspiro[2.5]octan-6-yl)benzamide OCCS(=O)(=O)NC1=CC(=C(C(=O)NC2=CC=C3C(=N2)N(CC3)S(=O)(=O)C)C=C1)N1CCC3(CC3)CC1